2-(3'-(5-((4-hydroxypiperidin-1-yl)methyl)-1,2,4-oxadiazol-3-yl)-2,2'-dimethyl-[1,1'-biphenyl]-3-yl)benzo[d]oxazole-5-carbaldehyde OC1CCN(CC1)CC1=NC(=NO1)C=1C(=C(C=CC1)C1=C(C(=CC=C1)C=1OC2=C(N1)C=C(C=C2)C=O)C)C